C(CCCCCCCCCCC)[B-](CCCCCCCCCCCC)(CCCCCCCCCCCC)CCCCCCCCCCCC.ClC1=CC=C(C=C1)[NH3+] (4-chlorophenyl)ammonium tetra(dodecyl)borate